FC1=C(C(=CC(=C1)OC)F)C1=C(C(N(N1C)C1=NC=CC=C1CC)=O)NC(C1=CC=C(C=C1)OC(F)F)=O N-[5-(2,6-difluoro-4-methoxyphenyl)-2-(3-ethylpyridin-2-yl)-1-methyl-3-oxo-2,3-dihydro-1H-pyrazol-4-yl]-4-(difluoromethoxy)benzamide